methyl 3-(2-(((1S,3S)-3-aminocyclopentyl)amino)-5-(trifluoromethyl)pyrimidin-4-yl)-7-(dimethylphosphoryl)-1H-indole-6-carboxylate N[C@@H]1C[C@H](CC1)NC1=NC=C(C(=N1)C1=CNC2=C(C(=CC=C12)C(=O)OC)P(=O)(C)C)C(F)(F)F